2-((1-((4-chloro-1-methyl-1H-pyrazol-5-yl)methyl)-4-methyl-3-oxoisoindolin-2-yl)methyl)-5-oxa-7-azaspiro[3.4]octan-6-one ClC=1C=NN(C1CC1N(C(C2=C(C=CC=C12)C)=O)CC1CC2(C1)OC(NC2)=O)C